(R)-4,4-difluoro-N-((S,E)-4-(methylsulfonyl)but-3-en-2-yl)-2-phenylpiperidine-1-carboxamide FC1(C[C@@H](N(CC1)C(=O)N[C@@H](C)\C=C\S(=O)(=O)C)C1=CC=CC=C1)F